C(C)OC(=O)C1=NC(=NC=C1C)NS(=O)(=O)CCC1=C(C=C(C=C1)OC)OC 2-(N-(2,4-dimethoxybenzyl)methylsulfonylamino)-5-methylpyrimidine-4-carboxylic acid ethyl ester